CN(C(=O)C=1C(=NC(=NC1NC1=CC=NC=C1)N1CCOCC1)C1=CC(=CC=C1)N1N=CC=C1)C N,N-dimethyl-2-morpholino-4-(3-pyrazol-1-ylphenyl)-6-(4-pyridylamino)pyrimidine-5-carboxamide